COC1=NC=C(C=N1)[C@@H](CC(=O)O)N1N=CC2=CC(=CC=C12)OCCC1=NC=2NCCCC2C=C1 (R)-3-(2-methoxypyrimidin-5-yl)-3-(5-(2-(5,6,7,8-tetrahydro-1,8-naphthyridin-2-yl)ethoxy)-1H-indazol-1-yl)propanoic acid